CC=1C(=C(C=C(C1C)C1=NC=C(C=N1)F)NC(=O)N1C2CC(CC1(C2)C(=O)[O-])C)F 6-((methyl 2-fluoro-5-(5-fluoropyrimidin-2-yl)-4-methylphenyl) carbamoyl)-3-methyl-6-azabicyclo[3.1.1]heptane-1-carboxylate